4'-{3-chloro-4-[(3,5-difluoropyridin-2-yl)(2H2)methoxy]-6-methyl-2-oxopyridin-1-yl}-3'-fluoro-6-(2-hydroxypropan-2-yl)-5'-methyl-[2,2'-bipyridin]-1-ium-1-olate ClC=1C(N(C(=CC1OC([2H])([2H])C1=NC=C(C=C1F)F)C)C1=C(C(=NC=C1C)C=1[N+](=C(C=CC1)C(C)(C)O)[O-])F)=O